(R)-N-(8,9-difluoro-6-oxo-1,4,5,6-tetrahydro-2H-pyrano[3,4-c]isoquinolin-1-yl)-N-methylimidazo[1,5-a]pyridine-6-carboxamide FC=1C(=CC=2C3=C(NC(C2C1)=O)COC[C@@H]3N(C(=O)C=3C=CC=1N(C3)C=NC1)C)F